O=C1C2=C(N=NN1CC(N[C@@H](C)C1=CC=C(C=C1)OC(F)(F)F)=O)C(=CC=C2)SC[C@H](N)C(=O)NCC(=O)O S-(4-oxo-3-(2-oxo-2-(((S)-1-(4-(trifluoromethoxy)phenyl)ethyl)amino)ethyl)-3,4-dihydrobenzo[d][1,2,3]triazin-8-yl)cysteinyl-glycine